FC1=C(C=CC=C1OC)N1C2=NC(=NC=C2NC1=O)C1=CC(=CC=C1)O 9-(2-Fluoro-3-methoxyphenyl)-2-(3-hydroxyphenyl)-8-oxo-8,9-dihydro-7H-purine